ortho-morpholinyl-benzaldehyde N1(CCOCC1)C1=C(C=O)C=CC=C1